C12CNCC(CC1)N2C=2SC=1CN(CCC1N2)C(=O)NCC2=CC=C(C=C2)F 2-(3,8-diazabicyclo[3.2.1]octan-8-yl)-N-(4-fluorobenzyl)-6,7-dihydrothiazolo[5,4-c]pyridine-5(4H)-carboxamide